C1(=CC=CC=C1)C1=NN(C=N1)S(=O)(=O)C1=CC=C(C(=O)N2CCN(CC2)C2=NC=CC(=N2)C(=O)NCCC)C=C1 2-(4-(4-((3-phenyl-1H-1,2,4-triazol-1-yl)sulfonyl)-benzoyl)piperazin-1-yl)-N-propylpyrimidine-4-carboxamide